FC(C=1N=CC(=NC1)N1C2COCC1CN(C2)C(=O)OC2CC1(CN(C1)CC1=CC=CC=C1)C2)(F)F 2-benzyl-2-azaspiro[3.3]heptan-6-yl 9-[5-(trifluoromethyl)pyrazin-2-yl]-3-oxa-7,9-diazabicyclo[3.3.1]nonane-7-carboxylate